(1-hydroxy-3-methyl-3,4-dihydro-2,1-benzoxaborole-7-yl)cinnolin-4-amine OB1OC(C2C1=C(C=CC2)C=2N=NC1=CC=CC=C1C2N)C